CN(CCNC1=CC=CC2=C1SC(=C2CC(F)(F)F)C#CC)C 3-(7-((2-(dimethylamino)ethyl)amino)-3-(2,2,2-trifluoroethyl)benzo[b]thiophen-2-yl)prop-2-yn